OC1CC(CCC1)NC=1N=NC(=C2C1C=NC=C2)C2=C(C=C(C=C2)OC(F)(F)F)O 2-[4-[[3-hydroxycyclohexyl]amino]pyrido[3,4-d]pyridazin-1-yl]-5-(trifluoromethoxy)phenol